1-(4-isopropyl-phenyl)-2-hydroxy-2-methylpropan-1-one C(C)(C)C1=CC=C(C=C1)C(C(C)(C)O)=O